COCOC=1C=CC=2C3CCC4(C(CCC4C3CC(C2C1)=O)OCOC)C 3,17-bis(methoxymethoxy)-13-methyl-7,8,9,11,12,13,14,15,16,17-decahydro-6H-cyclopenta[a]phenanthren-6-one